C(#N)C=1C=CC(=NC1)N1CCC(CC1)C(=O)NCCC1CCN(CC1)CC=1C=C2C=CNC2=CC1 1-(5-cyanopyridin-2-yl)-N-{2-[1-(1H-indol-5-ylmethyl)piperidin-4-yl]ethyl}piperidine-4-carboxamide